CN1N=CC(=C1)C1=CC2=C(O[C@@H](CN2)[C@H](OC[C@@H](C)C2=CC=C(C#N)C=C2)C2=CC=CC=C2)N=C1 |o1:17| 4-((S or R)-1-((R)-((S)-7-(1-methyl-1H-pyrazol-4-yl)-2,3-dihydro-1H-pyrido[2,3-b][1,4]oxazin-3-yl)(phenyl)methoxy)propan-2-yl)benzonitrile